5-(6-(4-(cyclopropylmethyl)piperazin-1-yl)-2-methylpyridin-3-yl)-N-((4,6-dimethyl-2-oxo-1,2-dihydropyridin-3-yl)methyl)-3-(N-ethylcyclopropanecarboxamido)-2-methylbenzamide C1(CC1)CN1CCN(CC1)C1=CC=C(C(=N1)C)C=1C=C(C(=C(C(=O)NCC=2C(NC(=CC2C)C)=O)C1)C)N(C(=O)C1CC1)CC